BrC1=CC=C(C=C1)N1C=NN(C1=O)CSC1=CC(=C(OCC(=O)O)C=C1)Cl 2-(4-(((4-(4-Bromophenyl)-5-oxo-4,5-dihydro-1H-1,2,4-triazol-1-yl)methyl)thio)-2-chlorophenoxy)acetic acid